2-(2-(2-(4-formylbenzamido)ethoxy)ethoxy)ethan C(=O)C1=CC=C(C(=O)NCCOCCOCC)C=C1